O1C=CC2=C1C=CC(=C2)S(=O)(=O)N2CC1=C(C2)CN(C1)C(=O)OCC1=CC(=CC=C1)F (3-Fluorophenyl)methyl 5-(1-benzofuran-5-sulfonyl)-1H,2H,3H,4H,5H,6H-pyrrolo[3,4-c]pyrrole-2-carboxylate